4-propyl-6-(1H-pyrazol-5-yl)thieno[3,2-d]Pyrimidine-2,4-diamine C(CC)C1(C2=C(N=C(N1)N)C=C(S2)C2=CC=NN2)N